OCC1=C(C=C(OC(C(=O)N)CC)C=C1)OC (4-(hydroxymethyl)-3-methoxyphenoxy)butanamide